FC1=C(C=CC=C1)C1=CC=C(C=C1)CCCNC(=O)C=1C=C2CCC(NC2=CC1)=O N-(3-(2'-fluoro-[1,1'-biphenyl]-4-yl)propyl)-2-oxo-1,2,3,4-tetrahydroquinoline-6-carboxamide